CC(=CCS)C 3-methyl-but-2-ene-1-thiol